[Fe] The molecule is an iron group element atom that has atomic number 26. It has a role as a micronutrient and an Escherichia coli metabolite.